Bis(pentafluorophenyl)cyclohexylborane FC1=C(C(=C(C(=C1B(C1CCCCC1)C1=C(C(=C(C(=C1F)F)F)F)F)F)F)F)F